ClC1=C(C(=CC=C1)F)C1=NC(=C2N1C=CNC2=O)NC2=CC=C(C=C2)C(C(=O)N2CCN(CC2)C)(C)C 3-(2-chloro-6-fluorophenyl)-1-((4-(2-methyl-1-(4-methylpiperazin-1-yl)-1-oxopropan-2-yl)phenyl)amino)imidazo[1,5-a]pyrazin-8(7H)-one